OC1=CC=C(C=C1)CCC(=O)NC1=C(C(=O)O)C=CC=C1 2-{[3-(4-Hydroxyphenyl)propanoyl]amino}benzoic acid